FC1=CC(=C(OC=2C(=NC=NC2)N2CC3(CC(CO3)NCC3=CC=C(C=C3)F)CC2)C=C1)C=1C(=NC=NC1)C(C)C 7-(5-(4-fluoro-2-(4-isopropylpyrimidin-5-yl)phenoxy)pyrimidin-4-yl)-N-(4-fluorobenzyl)-1-oxa-7-azaspiro[4.4]nonan-3-amine